ethyl 5-{[9-chloro-7-(4,5-difluoroindol-1-yl)-3,5-dihydro-2H-1,4-benzoxazepin-4-yl]methyl}pyrimidine-2-carboxylate ClC1=CC(=CC=2CN(CCOC21)CC=2C=NC(=NC2)C(=O)OCC)N2C=CC1=C(C(=CC=C21)F)F